tert-butyl 6-[6-carbamoyl-7-[2,4-difluoro-6-(2-methoxyethoxy) phenyl]-3-fluoro-thieno[3,2-c]pyridin-4-yl]-3,4-dihydro-1H-isoquinoline-2-carboxylate C(N)(=O)C1=C(C2=C(C(=N1)C=1C=C3CCN(CC3=CC1)C(=O)OC(C)(C)C)C(=CS2)F)C2=C(C=C(C=C2OCCOC)F)F